(4S)-8-(6-amino-5-((1-amino-3,3-difluoro-2,3-dihydro-1H-inden-4-yl)thio)pyrazin-2-yl)-2-oxa-8-azaspiro[4.5]decan-4-amine NC1=C(N=CC(=N1)N1CCC2([C@@H](COC2)N)CC1)SC1=C2C(CC(C2=CC=C1)N)(F)F